SC(C(=O)[O-])C.[Li+] lithium mercaptopropionate